C(CC1=CC=CC=C1)NC(C=CC)=O N-phenethylbut-2-enamide